N-Acetyl-D-alaninamide C(C)(=O)NC([C@H](N)C)=O